3-(6-(2-(6-methylpyridin-2-yl)acetylamino)pyridazin-3-yl)-2,5-dihydro-1H-pyrrole-1-Carboxylic acid tert-butyl ester C(C)(C)(C)OC(=O)N1CC(=CC1)C=1N=NC(=CC1)NC(CC1=NC(=CC=C1)C)=O